C(C)NC(=O)C1=CC2=C(C(N(C=C2C2=CC(=C3C=CC=NC3=C2C)C(C)(C)O)C)=O)N1 N-ethyl-4-(5-(2-hydroxypropan-2-yl)-8-methylquinolin-7-yl)-6-methyl-7-oxo-6,7-dihydro-1H-pyrrolo[2,3-c]pyridine-2-carboxamide